COC1=CC=C(C=C1)CN(C=1C(=C(C=O)C(=CC1)C(F)(F)F)F)CC1=CC=C(C=C1)OC 3-[bis[(4-methoxyphenyl)methyl]amino]-2-fluoro-6-(trifluoromethyl)benzaldehyde